4-[3-[2,6-Dichloro-4-[(3S,5R)-3,5-dimethylpiperazin-1-yl]benzoyl]-2,4-dihydro-1,3-benzoxazin-8-yl]-5-fluoro-2-(3-oxa-8-azabicyclo[3.2.1]octan-8-yl)benzoic acid ClC1=C(C(=O)N2COC3=C(C2)C=CC=C3C3=CC(=C(C(=O)O)C=C3F)N3C2COCC3CC2)C(=CC(=C1)N1C[C@@H](N[C@@H](C1)C)C)Cl